(naphthyl)(dibenzothiophenyl)carbazole C1(=CC=CC2=CC=CC=C12)C1=C(C=2NC3=CC=CC=C3C2C=C1)C1=CC=CC=2SC3=C(C21)C=CC=C3